4-(3-methylbenzofuran-2-yl)-N-(4-(4-methylpiperazin-1-yl)phenyl)-5-(thiazol-5-yl)pyrimidin-2-amine CC1=C(OC2=C1C=CC=C2)C2=NC(=NC=C2C2=CN=CS2)NC2=CC=C(C=C2)N2CCN(CC2)C